4-amino-1-(4-bromophenyl)-3-cyclopentyl-1H-pyrazole-5-carbonitrile NC=1C(=NN(C1C#N)C1=CC=C(C=C1)Br)C1CCCC1